((2-(2-aminoethyl)-4-fluorophenyl)amino)-5-(trifluoromethyl)-benzoic acid methyl ester hydrochloride Cl.COC(C1=C(C=CC(=C1)C(F)(F)F)NC1=C(C=C(C=C1)F)CCN)=O